C(C)(C)OC([C@@](CC(C)(C)C)(C1=CC=C(C=C1)N)N)=O (R)-2-amino-2-(4-aminophenyl)-4,4-dimethylpentanoic acid isopropyl ester